5,5'-diisopropyl-3,3'-dimethyl-2,2'-binaphthalene C(C)(C)C1=C2C=C(C(=CC2=CC=C1)C1=CC2=CC=CC(=C2C=C1C)C(C)C)C